FC=1C=C(C=C(C1)F)[C@H]1N(OCC1)C(=O)[C@@H]1CC[C@H](CC1)CN1N=C2C=C(C=C(C2=C1)F)C#N trans-2-((4-((S)-3-(3,5-difluorophenyl)isoxazolidine-2-carbonyl)cyclohexyl)methyl)-4-fluoro-2H-indazole-6-carbonitrile